6-((2-(1H-indol-3-yl)ethyl)dimethylammonio)-1,2-oxaphosphinan-2-olate 2-oxide N1C=C(C2=CC=CC=C12)CC[N+](C1CCCP(O1)([O-])=O)(C)C